C(C)(C)(C)C1N(C[C@@H]([C@@H]1F)NC(C([2H])([2H])[2H])C([2H])([2H])[2H])C(=O)OCC1(CN=CC=C1)OC(C1=CC=CC=C1)CO[Si](C)(C)C(C)(C)C (3-(((tert-butyldimethylsilyloxy)methyl)benzyl)oxypyridin-3-yl)methanol tert-Butyl-(3S,4S)-3-fluoro-4-((propan-2-yl-1,1,1,3,3,3-d6)amino)pyrrolidine-1-carboxylate